N[C@H](COC=1C=CC(=C(C(=O)NC2(CC2)C2=C3C=CC(=NC3=CC(=C2)C=2SC=CN2)C)C1)C)C (S)-5-(2-Aminopropoxy)-2-methyl-N-(1-(2-methyl-7-(thiazol-2-yl)quinolin-5-yl)cyclopropyl)benzamide